5-((4-(3,4-difluoropyridin-2-yl)piperazin-1-yl)methyl)-2-(2,6-dioxopiperidin-3-yl)isoindoline-1,3-dione FC=1C(=NC=CC1F)N1CCN(CC1)CC=1C=C2C(N(C(C2=CC1)=O)C1C(NC(CC1)=O)=O)=O